CC1=C(C(=NN1)C=1C2=CN(N=C2C=CC1)C[C@H](O)C1=CC=CC=C1)C(=C)C (1R)-2-{4-[5-methyl-4-(prop-1-en-2-yl)-1H-pyrazol-3-yl]-2H-indazol-2-yl}-1-phenylethan-1-ol